dihydropyrrolo-pyridine N1CCC2=C1C=CC=N2